methyl 4-cyclopropyl-3-(quinolin-5-yl)isothiazole-5-carboxylate C1(CC1)C=1C(=NSC1C(=O)OC)C1=C2C=CC=NC2=CC=C1